N-tert-butyl-7-[(1S,5R)-3-(2-chloro-4-fluoro-benzoyl)-3,8-diazabicyclo[3.2.1]octan-8-yl]-1-cyclopropyl-benzimidazole-5-sulfonamide C(C)(C)(C)NS(=O)(=O)C1=CC2=C(N(C=N2)C2CC2)C(=C1)N1[C@@H]2CN(C[C@H]1CC2)C(C2=C(C=C(C=C2)F)Cl)=O